FC(S(=O)(=O)OC1=NC=CC=C1)(F)F Pyridine-2-yl Trifluoromethanesulfonate